(2S,4R)-4-(o-tolylmethoxy)-pyrrolidine-2-carboxylic acid C1(=C(C=CC=C1)CO[C@@H]1C[C@H](NC1)C(=O)O)C